ClC=1C(=C(C=CC1F)N(C(=O)[C@H]1NC(N(C1)C(=O)OC(C)(C)C)=O)C)F (S)-tert-butyl 4-((3-chloro-2,4-difluorophenyl)(methyl)carbamoyl)-2-oxo-imidazolidine-1-carboxylate